C1(CC1)C1=C(N=C2N1C=CC=C2)CN[S@@](=O)C(C)(C)C (S)-N-((3-cyclopropylimidazo[1,2-a]pyridin-2-yl)methyl)-2-methylpropane-2-sulfinamide